ClC=1C=C(C=CC1F)C(C=1N(C=CN1)CCS(=O)(=O)C)C1=CC(=C(C=C1)F)Cl 2-(bis(3-chloro-4-fluorophenyl)methyl)-N-(2-(methylsulfonyl)ethyl)-1H-imidazole